2-(2-chloro-4-methylsulfinyl-phenyl)-4,4,5,5-tetramethyl-1,3,2-dioxaborolane ClC1=C(C=CC(=C1)S(=O)C)B1OC(C(O1)(C)C)(C)C